CCNCCCNCCNCCNCCNCCNCCNCCNCCC(=O)O 3,7,10,13,16,19,22,25-octaazaoctacosan-28-oic acid